CC1=NC=C(C=C1C=1N=NN(C1)CC=1N=C2N(C=C(C=C2)C=O)C1)N1CCCC1 2-((4-(2-methyl-5-(pyrrolidin-1-yl)pyridin-3-yl)-1H-1,2,3-triazol-1-yl)methyl)Imidazo[1,2-a]pyridine-6-carboxaldehyde